FC(C=1C=C(C=C(C1)C(F)(F)F)NC(=O)C1=NC(=CC=C1)C(=O)NC1=C(C=CC=C1)C=1C=NC=NC1)(F)F N2-(3,5-Bis(trifluoromethyl)phenyl)-N6-(2-(pyrimidin-5-yl)phenyl)pyridine-2,6-dicarboxamide